C(#N)C(C)(C)C1=CC=C(C=N1)N(S(=O)(=O)CC)CC=1SC(=CN1)C=1OC(=NN1)C(F)F N-(6-(2-cyanopropan-2-yl)pyridin-3-yl)-N-((5-(5-(difluoromethyl)-1,3,4-oxadiazol-2-yl)thiazol-2-yl)methyl)ethanesulfonamide